CN(C1=CC=C(C=C1)CCC(=O)O)C 3-[4-(dimethylamino)phenyl]propanoic acid